C(#N)[C@H](C[C@H]1C(NCC1)=O)NC([C@@H](NC(CC(C(F)(F)F)C)=O)CC(C)(C)C)=O N-{(1S)-1-cyano-2-[(3S)-2-oxopyrrolidin-3-yl]ethyl}-4-methyl-N2-(4,4,4-trifluoro-3-methylbutanoyl)-L-leucinamide